4-(4-(Difluoromethyl)-8-fluoro-2-methylquinolin-6-yl)-N-(5-((4-ethylpiperazin-1-yl)methyl)pyridin-2-yl)-5-fluoropyrimidin-2-amine hydrochloride Cl.FC(C1=CC(=NC2=C(C=C(C=C12)C1=NC(=NC=C1F)NC1=NC=C(C=C1)CN1CCN(CC1)CC)F)C)F